1-(6-bromo-5-fluoropyridin-3-yl)-3-methyl-2,3,4,9-tetrahydro-1H-pyrido[3,4-b]Indole BrC1=C(C=C(C=N1)C1NC(CC2=C1NC1=CC=CC=C21)C)F